2-((4-(2-(4-chlorobenzofuran-7-yl)-2-methylbenzo[d][1,3]dioxolan-4-yl)-3,6-dihydropyridin-1(2H)-yl)methyl)-1-(((S)-Oxetan-2-yl)methyl)-1H-benzo[d]imidazole-6-carboxylic acid ClC1=CC=C(C2=C1C=CO2)C2(OC1=C(O2)C=CC=C1C=1CCN(CC1)CC1=NC2=C(N1C[C@H]1OCC1)C=C(C=C2)C(=O)O)C